10-(4-methoxybenzyl)-5,6-dihydro-7H-5,8-epiminobenzo[7]annulene-7,9(8H)-dione COC1=CC=C(CN2C3CC(C2C(C2=C3C=CC=C2)=O)=O)C=C1